phenyl (3,5-difluoro-4-{[1-(4-methylbenzene-1-sulfonyl)-3-(propan-2-yl)-1H-pyrrolo[2,3-b]pyridin-4-yl]oxy}phenyl)carbamate FC=1C=C(C=C(C1OC1=C2C(=NC=C1)N(C=C2C(C)C)S(=O)(=O)C2=CC=C(C=C2)C)F)NC(OC2=CC=CC=C2)=O